6-[5-[3-[(4-fluoro-1-methyl-6,7-dihydro-5H-cyclopenta[c]pyridin-6-yl)amino]propyl]-2-oxo-1,3-oxazolidin-3-yl]-4H-pyrazino[2,3-b][1,4]oxazin-3-one FC=1C2=C(C(=NC1)C)CC(C2)NCCCC2CN(C(O2)=O)C2=NC1=C(OCC(N1)=O)N=C2